C(CCCC)C1=CC=CC=2C(C3=CC=CC=C3C(C12)=O)=O AMYL-ANTHRAQUINONE